1-(4-(chloromethyl)phenyl)-3-methyltetrahydro-pyrimidin-2(1H)-one ClCC1=CC=C(C=C1)N1C(N(CCC1)C)=O